C[C@]12CNC[C@H](CC1)N2C(=O)OCCCC butyl (1R,5S)-1-methyl-3,8-diazabicyclo[3.2.1]octane-8-carboxylate